OCC(C(C)(C)C)NC=1C2=C(N=C(N1)NC1=CC=C(C=C1)N1CCN(CC1)C)NC=C2C=O (4-((1-hydroxy-3,3-dimethylbut-2-yl)amino)-2-((4-(4-methylpiperazin-1-yl)phenyl)amino)-7H-pyrrolo[2,3-d]pyrimidin-5-yl)methanone